COC=1C(=CC2=C(SC3=C2CC(C3=O)CCC(=O)O)C1)OC 3-(6,7-dimethoxy-3-oxo-2,3-dihydro-1H-benzo[b]cyclopenta[d]thiophen-2-yl)propanoic acid